ClC1=C(C(=C(C=C1OC)OC)Cl)C1=CC2=C(N=C(N=C2)N[C@@H]2COCC[C@@H]2NC(C=C)=O)C(=N1)NCCN1CC(CC1)N(C)C N-((3S,4S)-3-((6-(2,6-dichloro-3,5-di-methoxyphenyl)-8-((2-(3-(dimethyl-amino)pyrrolidin-1-yl)ethyl)amino)pyrido[3,4-d]pyrimidin-2-yl)amino)tetrahydro-2H-pyran-4-yl)acrylamide